3-(2-methyl-trifluorooctyl)-8-methyl-naphthoquinone CC(CC1=CC(C2=C(C=CC=C2C1=O)C)=O)CCCCCC(F)(F)F